CC1(C(C1)C)C(=O)O 1,2-dimethylcyclopropanecarboxylic acid